FC(C=O)(C(F)(F)F)OC(C(=C)F)(F)F 2,3,3,3-tetrafluoro-2-(1,1,2-trifluoroallyloxy)propanal